N-(2-((R)-((1R,2S)-2-fluorocyclopropane-1-carboxamido)(4-isopropylphenyl)methyl)phenyl)-1-(2,2,2-trifluoroethyl)piperidine-4-carboxamide F[C@@H]1[C@H](C1)C(=O)N[C@@H](C1=C(C=CC=C1)NC(=O)C1CCN(CC1)CC(F)(F)F)C1=CC=C(C=C1)C(C)C